CN1C(N(C2=C1C=NC=C2)C2CCOCC2)=O 3-methyl-1-(tetrahydro-2H-pyran-4-yl)-1,3-dihydro-2H-imidazo[4,5-c]pyridin-2-one